2-bromo-N-(5-(3-fluorophenoxy)thiazol-2-yl)propanamide BrC(C(=O)NC=1SC(=CN1)OC1=CC(=CC=C1)F)C